N-[(1,3-dimethyl-1H-pyrazol-5-yl)methyl]-8-fluoro-6-hydroxy-7-(1,1,4-trioxo-1λ6,2,5-thiadiazolidin-2-yl)-3,4-dihydroisoquinoline-2(1H)-carboxamide CN1N=C(C=C1CNC(=O)N1CC2=C(C(=C(C=C2CC1)O)N1S(NC(C1)=O)(=O)=O)F)C